C[C@H]1N([C@H](CN(C1)C=1C=NC(=NC1)C(F)(F)F)C)C(=O)NCCC1CCN(CC1)CCC1=CC=CC=C1 (2R,6S)-2,6-dimethyl-N-{2-[1-(2-phenylethyl)piperidin-4-yl]ethyl}-4-[2-(trifluoromethyl)pyrimidin-5-yl]piperazine-1-carboxamide